COC(=O)C1=C(C(=NN1C=1SC(=C(N1)C1=CC=C(C=C1)C(F)(F)F)C=C)C)C1=CC(=CC=C1)F 4-(3-Fluorophenyl)-3-methyl-1-(4-(4-(trifluoromethyl)phenyl)-5-vinylthiazol-2-yl)-1H-pyrazole-5-carboxylic acid methyl ester